BrC1=C(C=CC=C1)C bromotoluol